[2-(4-fluorophenyl)-1H-imidazol-4-yl]methanol FC1=CC=C(C=C1)C=1NC=C(N1)CO